methyl 1-((3-ethoxy-N-methyl-3-oxopropanamido) (4-(trifluoromethyl)phenyl)methyl)cyclohexanecarboxylate C(C)OC(CC(=O)N(C)C(C1(CCCCC1)C(=O)OC)C1=CC=C(C=C1)C(F)(F)F)=O